C(C)(C)(C)N(C(O)=O)C12CC(C1)(C2)N.N2(C=CC=C2)C21CC(C2)(C1)NC(OC(C)(C)C)=O tert-butyl (3-(1H-pyrrol-1-yl)bicyclo[1.1.1]pentan-1-yl)carbamate tert-Butyl-(3-aminobicyclo[1.1.1]pentan-1-yl)carbamate